(R)-l-1-chloro-8-((3S,5R)-3,5-dimethylpiperazin-1-yl)-3-(pyridin-2-yl)-10-(trifluoromethyl)-3,4-dihydro-2H,6H-[1,4]thiazepino[2,3,4-ij]quinazolin-6-one ClS1C[C@H](CN2C(N=C(C3=CC(=CC1=C23)C(F)(F)F)N2C[C@@H](N[C@@H](C2)C)C)=O)C2=NC=CC=C2